6-chloro-8-[(1R,2R)-2-hydroxy-2-methylcyclopentyl]-2-{[1-(methylsulfonyl)-piperidin-4-yl]amino}pyrido[2,3-d]pyrimidin-7(8H)-one ClC1=CC2=C(N=C(N=C2)NC2CCN(CC2)S(=O)(=O)C)N(C1=O)[C@H]1[C@](CCC1)(C)O